S1C=NC2=C1C=CC(=C2)[C@@H]2N(C[C@H](CC2)C)C(C(=O)OCC(F)(F)F)=O 2,2,2-trifluoroethyl 2-((2R,5S)-2-(benzo[d]thiazol-5-yl)-5-methylpiperidin-1-yl)-2-oxoacetate